C1C2C[NH2+]CC1C3=CC4=NC=CN=C4C=C23 The molecule is an organic cation obtained by protonation of the secondary amino group of varenicline. It is an organic cation and an ammonium ion derivative. It is a conjugate acid of a varenicline.